3-(5-(((2-(7-((3-((2,6-dimethylphenyl)amino)-1-methyl-1H-pyrazolo[3,4-d]pyrimidine-6-yl)amino)-3,4-dihydroisoquinolin-2(1H)-yl)-2-oxoethyl)amino)methyl)-1-oxoisoindolin-2-yl)piperidin CC1=C(C(=CC=C1)C)NC1=NN(C2=NC(=NC=C21)NC2=CC=C1CCN(CC1=C2)C(CNCC=2C=C1CN(C(C1=CC2)=O)C2CNCCC2)=O)C